ClC(C(=O)N1C(OCC1)(C)C)Cl 3-Dichloroacetyl-2,2-dimethyl-1,3-oxazolidin